C(C)(C)(C)OC(=O)N[C@H](C(=O)N(C)[C@H](C(=O)OCC1=CC=CC=C1)C(C)C)CCO[Si](C1=CC=CC=C1)(C1=CC=CC=C1)C(C)(C)C benzyl (2S)-2-[(2S)-2-[(tert-butoxycarbonyl)amino]-4-[(tert-butyldiphenylsilyl)oxy]-N-methylbutanamido]-3-methylbutanoate